benzyl (2-(((2S,3R)-3-(((tert-butyldimethylsilyl)oxy)methyl)oxiran-2-yl)methoxy)-5-fluoro-4-thiomorpholinophenyl)carbamate [Si](C)(C)(C(C)(C)C)OC[C@@H]1[C@@H](O1)COC1=C(C=C(C(=C1)N1CCSCC1)F)NC(OCC1=CC=CC=C1)=O